isopropyl (S)-6-diazo-2-((R)-2-(3-fluoropyridin-4-yl)-2-hydroxyacetamido)-5-oxohexanoate [N+](=[N-])=CC(CC[C@@H](C(=O)OC(C)C)NC([C@H](O)C1=C(C=NC=C1)F)=O)=O